ClC=1C(N(N=CC1N1C[C@@H]([C@H](C1)F)OC1=NC=C(C(=C1)C=1C(=NOC1C)C)F)CC(CO)O)=O 4-chloro-2-(2,3-dihydroxypropyl)-5-((3S,4S)-3-((4-(3,5-dimethylisoxazol-4-yl)-5-fluoropyridin-2-yl)oxy)-4-fluoropyrrolidin-1-yl)pyridazin-3(2H)-one